CC1(N(CC[C@@H](C1)OCCN1CCOCC1)C1=NN(C(=C1)C)C1CC2(CN(C2)C(=O)OC(C)(C)C)C1)C Tert-butyl (S)-6-(3-(2,2-dimethyl-4-(2-morpholinoethoxy)piperidin-1-yl)-5-methyl-1H-pyrazol-1-yl)-2-azaspiro[3.3]heptane-2-carboxylate